neodymium tetrahydroxide [OH-].[OH-].[OH-].[OH-].[Nd+3]